didodecyl-acrylamide C(CCCCCCCCCCC)C(=CC(=O)N)CCCCCCCCCCCC